4-(benzo[b]thiophen-4-yl)-1-(hexanoyloxymethyl)-1-(4-(2-oxo-1,2-dihydroquinolin-7-yloxy)butyl)piperazin-1-ium chloride [Cl-].S1C2=C(C=C1)C(=CC=C2)N2CC[N+](CC2)(CCCCOC2=CC=C1C=CC(NC1=C2)=O)COC(CCCCC)=O